C1(CC1)C([C@@H](C(NC=1C=NN(C1)C[C@@H]1C(N[C@H](C1)C(F)(F)F)=O)=O)NC(=O)C=1N(N=CC1)C(C)C)C1CC1 N-[(1S)-1-(dicyclopropylmethyl)-2-oxo-2-[[1-[[(3R,5R)-2-oxo-5-(trifluoromethyl)pyrrolidin-3-yl]methyl]pyrazol-4-yl]amino]ethyl]-2-isopropyl-pyrazole-3-carboxamide